4,5α-Epoxy-17-methyl-3,6a-morphinandiol CN1[C@H]2[C@@H]3CC[C@@H]([C@H]4[C@@]3(C=3C(=C(C=CC3C2)O)O4)CC1)O